N-[4-(naphthalen-2-yl)phenyl]-N-[4-(4,4,5,5-tetramethyl-1,3,2-dioxaborolan-2-yl)phenyl]dibenzo[b,d]furan-4-amine C1=C(C=CC2=CC=CC=C12)C1=CC=C(C=C1)N(C1=CC=CC2=C1OC1=C2C=CC=C1)C1=CC=C(C=C1)B1OC(C(O1)(C)C)(C)C